3-[3-methyl-2-oxo-5-[[4-(4-piperidyl)piperazin-1-yl]methyl]benzimidazol-1-yl]piperidine-2,6-dione CN1C(N(C2=C1C=C(C=C2)CN2CCN(CC2)C2CCNCC2)C2C(NC(CC2)=O)=O)=O